NC=1C(NC(N(N1)C1=CC(=C(C(=C1)Cl)OC=1C=C2C(=CC(=NC2=CC1)C=1C=NC(=CC1)F)C)Cl)=O)=O 6-amino-2-(3,5-dichloro-4-((4-methyl-2-(6-fluoropyridine-3-yl)quinolin-6-yl)oxy)phenyl)-1,2,4-triazine-3,5(2H,4H)-dione